O=C1NC(CCC1N1C(N(C2=C1C=CC(=C2)C2CCN(CC2)C2CC1(CN(C1)C(=O)OC)C2)C)=O)=O methyl 6-{4-[1-(2,6-dioxopiperidin-3-yl)-3-methyl-2-oxo-1,3-benzodiazol-5-yl]piperidin-1-yl}-2-azaspiro[3.3]heptane-2-carboxylate